2-((2-(4-chloro-3-fluorophenyl)-5-methyl-1H-imidazol-1-yl)methyl)phenol ClC1=C(C=C(C=C1)C=1N(C(=CN1)C)CC1=C(C=CC=C1)O)F